3-mercaptobenzothiazole SN1CSC2=C1C=CC=C2